chloro-5-((2-(trimethylsilyl)ethoxy)methyl)-5H-pyrrolo[3,2-d]pyrimidin-4-amine ClC=1N=C(C2=C(N1)C=CN2COCC[Si](C)(C)C)N